(rac)-ethyl 4-(3-{[S-methylsulfinyl]methyl}-5-nitrophenoxy)butanoate C[S@@](=O)CC=1C=C(OCCCC(=O)OCC)C=C(C1)[N+](=O)[O-] |r|